N1CC(C1)CCNC1=CC(=C(C=C1Cl)S(=O)(=O)NC=1SC=CN1)F 4-((2-(azetidin-3-yl)ethyl)amino)-5-chloro-2-fluoro-N-(thiazol-2-yl)benzenesulfonamide